4-Methyl-2-[4-(4-methyl-piperazin-1-yl)-6-[[[4-(aminosulfonyl)phenyl]methyl]amino]pyrimidin-2-ylamino]-thiazole-5-carboxylic acid ethyl ester C(C)OC(=O)C1=C(N=C(S1)NC1=NC(=CC(=N1)N1CCN(CC1)C)NCC1=CC=C(C=C1)S(=O)(=O)N)C